ClC=1C=C(C=CC1F)[C@H](NC(=O)[C@@H]1CNC(C1)=O)C1=CC=C(C=C1)C(F)(F)F (S)-N-((R)-(3-chloro-4-fluorophenyl)(4-(trifluoromethyl)phenyl)methyl)-5-oxo-pyrrolidine-3-carboxamide